2'-{[(2S)-1,4-Dioxacyclohexan-2-yl]methyl}-8'-(trifluoromethyl)-2',5'-dihydrospiro[cyclobutane-1,4'-furo[2,3-g]indazole]-7'-carboxylic acid ethyl ester C(C)OC(=O)C1=C(C2=C(CC3(C4=CN(N=C24)C[C@@H]2OCCOC2)CCC3)O1)C(F)(F)F